ClC1=C(C=CC(=C1)Cl)C1C2=C(NC=3CCCC(C13)=O)N(N=C2C)C2=CC=CC=C2 4-(2,4-dichlorophenyl)-7,8-dihydro-3-methyl-1-phenyl-1H-pyrazolo[3,4-b]quinoline-5(4H,6H,9H)-one